5'-cyclopropyl-N4-{[1-(methoxymethyl)cyclohexyl]methyl}-N4-methyl-5-nitro-6'-(trifluoromethyl)[2,3'-bipyridin]-4,6-diamine C1(CC1)C=1C=C(C=NC1C(F)(F)F)C1=NC(=C(C(=C1)N(C)CC1(CCCCC1)COC)[N+](=O)[O-])N